[OH-].[Na+].C(C1=CC=CC=C1)ON O-benzylhydroxylamine Sodium hydroxide